N[C@@H]1C[C@H](CC1)NC1=C2C(=NC=3N1N=CC3Br)C3(N(C2)CCO)CCCC3 2-(8'-(((1S,3S)-3-aminocyclopentyl)amino)-3'-bromospiro[cyclopentane-1,5'-pyrazolo[1,5-a]pyrrolo[3,4-d]pyrimidine]-6'(7'H)-yl)ethanol